(S,E)-N-(1-(4-bromopyridin-2-yl)propylidene)-2-methylpropane-2-sulfinamide BrC1=CC(=NC=C1)\C(\CC)=N\[S@@](=O)C(C)(C)C